C1(=CC=CC2=CC=CC=C12)N1CCCC1.[Li] lithium 1-(1-naphthyl)pyrrolidine